1-(2,3-dihydrobenzo[1,4]dioxin-2-ylmethyl)-3-hydroxymethyl-3-methylpiperidin-4-ol O1C(COC2=C1C=CC=C2)CN2CC(C(CC2)O)(C)CO